C(C)N1CC(CC1=O)C(=O)NCC1=CC=C(C=C1)NC1=CC=C(C=C1)N1CCC(CC1)F 1-Ethyl-N-(4-((4-(4-fluoropiperidin-1-yl)phenyl)amino)benzyl)-5-oxopyrrolidine-3-carboxamide